ClC1=C(C=C(N=N1)N1CC2CCC(C1)O2)N2C(COCC2)(C)C 3-(6-chloro-5-(3,3-dimethylmorpholino)pyridazin-3-yl)-8-oxa-3-azabicyclo[3.2.1]octane